Nonane-7-carboxylic acid tert-butyl ester hydrochloride Cl.C(C)(C)(C)OC(=O)C(CCCCCC)CC